4-(2-Amino-2-methylpropanoyl)-N-(1-(4-((((1S,3S)-3-aminocyclopentyl)amino)methyl)cyclohex-1-en-1-yl)-2-oxo-1,2-dihydropyrimidin-4-yl)piperazine-1-carboxamide hydrochloride salt Cl.NC(C(=O)N1CCN(CC1)C(=O)NC1=NC(N(C=C1)C1=CCC(CC1)CN[C@@H]1C[C@H](CC1)N)=O)(C)C